Cl.C(C)(=O)C=1C=C(C=CC1)CC(C(=O)O)N 3-(3-acetylphenyl)-2-aminopropionic acid hydrochloride